tert-butyl (1-(aminomethyl)cyclobutyl)(methyl)carbamate NCC1(CCC1)N(C(OC(C)(C)C)=O)C